1,4-decanediol diacrylate C(C=C)(=O)OCCCC(CCCCCC)OC(C=C)=O